FC1=C(C=C2C(N(C(N(C2=C1)C1CCN(CC1)C=O)=O)CC1=CC(=C(C=C1)OCC(N1CCCCC1)=O)OC)=O)OC(CF)CF 4-{7-fluoro-6-[2-fluoro-1-(fluoromethyl)ethoxy]-3-[3-methoxy-4-(2-oxo-2-(piperidin-1-yl)ethoxy)benzyl]-2,4-dioxo-3,4-dihydroquinazolin-1(2H)-yl}piperidine-1-carbaldehyde